((ethoxycarbonyl)(hexyl)amino)propanoate C(C)OC(=O)N(CCCCCC)C(C(=O)[O-])C